ClCC1=CC=C2C(=N1)CCO2 5-(chloromethyl)-2,3-dihydrofuro[3,2-b]pyridine